[Si](C1=CC=CC=C1)(C1=CC=CC=C1)(C(C)(C)C)OCCNCC=1C=C(C(=NC1)C(=O)NC=1C(=C(C=CC1)C1=C(C(=CC=C1)NC(C1=NC=C(C=C1C)C=O)=O)C)Cl)C 5-(((2-((tert-butyldiphenylsilyl)oxy)ethyl)amino)methyl)-N-(2-chloro-3'-(5-formyl-3-methylpicolinamido)-2'-methyl-[1,1'-biphenyl]-3-yl)-3-methyl-picolinamide